(3-Methoxy-4-nitro-phenyl)imino-dimethyl-oxo-λ6-sulfane COC=1C=C(C=CC1[N+](=O)[O-])N=S(=O)(C)C